p-propylhydrazinopicolinic acid C(CC)NNC1=CC(=NC=C1)C(=O)O